bis(7-oxabicyclo[4.1.0]-3-heptyl methyl) adipate C(CCCCC(=O)OCC1CC2OC2CC1)(=O)OCC1CC2OC2CC1